tert-Butyl (2S,4R)-2-((benzoyloxy)methyl)-4-(2-(tosyloxy)ethoxy)pyrrolidine-1-carboxylate C(C1=CC=CC=C1)(=O)OC[C@H]1N(C[C@@H](C1)OCCOS(=O)(=O)C1=CC=C(C)C=C1)C(=O)OC(C)(C)C